2-chloromethyl-5-methyl-o-tolylquinazolinone ClCC1(C(C=C(C=C1)C)C)C1=NC(NC2=CC=CC=C12)=O